methane chloride [Cl-].C